ClC1=C2C(=C3C4=C(C=NC3=C1)CN([C@H]4C)C(CO)=O)OCO2 (S)-1-(4-chloro-10-methyl-8H-[1,3]dioxolo[4,5-f]pyrrolo[3,4-c]quinolin-9(10H)-yl)-2-hydroxyethanone